(E)-6-(2-ferrocenyl-2-(4-methoxyphenyl)vinyl)-1,3,5-trimethoxybenzene [C-]1(C=CC=C1)\C(=C/C1=C(C=C(C=C1OC)OC)OC)\C1=CC=C(C=C1)OC.[CH-]1C=CC=C1.[Fe+2]